(S or R)-3-methyl-2-(2-((1-(2,2,2-trifluoroethyl)pyrrolidin-3-yl)methyl)-2H-pyrazolo[3,4-b]pyridin-6-yl)-5-(trifluoromethyl)phenol CC=1C(=C(C=C(C1)C(F)(F)F)O)C=1C=CC=2C(N1)=NN(C2)C[C@@H]2CN(CC2)CC(F)(F)F |o1:22|